FC(C(C(F)(F)F)(C1=CC=C(C=C1)OC(=O)C1=CC(=CC=C1)C=1C(=O)NC(C1)=O)C1=CC=C(C=C1)OC(=O)C1=CC(=CC=C1)C=1C(=O)NC(C1)=O)(F)F hexafluoroisopropylidenebis[p-phenyleneoxycarbonyl(m-phenylene)]bismaleimide